FC1=C2C=NN(C(C2=CC=C1F)=O)C(C(=O)NC1=CC=C(C=C1)C1=CC=NN1C)=C (R)-2-(5,6-difluoro-1-oxophthalazin-2(1H)-yl)-N-(4-(1-methyl-1H-pyrazol-5-yl)phenyl)propenamide